N1N=NN=C1C1=CC=C(C=C1)C1=CC2=C(N=CN=C2N(CC2=CC(=CC=C2)C)C)N1 6-(4-(1H-Tetrazol-5-yl)phenyl)-N-methyl-N-(3-methylbenzyl)-7H-pyrrolo[2,3-d]pyrimidin-4-amine